C(C)(C)(C)C1C(CCC(C1)C(=O)O)C(=O)O 2-t-butyl-1,4-cyclohexanedicarboxylic acid